CC1=C(C(NC(=C1)C)=O)CNC(=O)C=1C(=C(N2C=C(C=C2C1)C=1N=CN(C1)C)N(C1CCOCC1)CC)C N-((4,6-dimethyl-2-oxo-1,2-dihydropyridin-3-yl)methyl)-5-(ethyl-(tetrahydro-2H-pyran-4-yl)amino)-6-methyl-2-(1-methyl-1H-imidazol-4-yl)indolizine-7-carboxamide